C1(CC1)CC(C1=CC=C(C=C1)[C@H](C)NC(C(F)(F)F)=O)N1CCN(CC1)C(=O)OC(C)(C)C tert-butyl 4-[2-cyclopropyl-1-[4-[(1S)-1-[(2,2,2-trifluoroacetyl) amino]ethyl]phenyl]ethyl]piperazine-1-carboxylate